N1=CN=CC=2C=NC=3C=CC=CC3C21 pyrimido[5,4-c]quinoline